N-(4-(1-1H-pyrazolyl)butyl)-3-(3-ethyl-5-(4-methoxyphenyl)-1-1H-1,2,4-triazolyl)benzamide N1(N=CC=C1)CCCCNC(C1=CC(=CC=C1)N1N=C(N=C1C1=CC=C(C=C1)OC)CC)=O